CC=1N=C(SC1C)C=O 4,5-dimethylthiazole-2-carboxaldehyde